BrC1=NC(=NC(=N1)Cl)I 2-bromo-4-chloro-6-iodo-1,3,5-triazine